N-Boc-selenocysteine C(=O)(OC(C)(C)C)N[C@@H](C[SeH])C(=O)O